COC([C@@](C)(C1=CC=CC=C1)N1N=CC=2C1=NC(=NC2NNC(=O)C=2OC=CC2)N)=O (R)-2-(6-amino-4-(2-(furan-2-carbonyl)hydrazino)-1H-pyrazolo[3,4-d]pyrimidin-1-yl)-2-phenylpropionic acid methyl ester